(4-(2,4-dichlorophenyl)-2-methyloxazol-5-yl)-N,N-diphenylaniline ClC1=C(C=CC(=C1)Cl)C=1N=C(OC1C1=C(N(C2=CC=CC=C2)C2=CC=CC=C2)C=CC=C1)C